ClC1=NC=C2C=C(N=C(C2=C1)N1CC(CC1)(C)OC)C1=C(C(=CC(=C1F)OC)OC)F 7-chloro-3-(2,6-difluoro-3,5-dimethoxyphenyl)-1-(3-methoxy-3-methylpyrrolidin-1-yl)-2,6-naphthyridine